5-(benzyloxy)-6-fluoro-2-methylbenzofuran-3-carboxylic acid C(C1=CC=CC=C1)OC=1C(=CC2=C(C(=C(O2)C)C(=O)O)C1)F